FC=1C(=CC=C2C(=NN(C12)C)N1C(NC(CC1)=O)=O)C1CCN(CC1)CC1CCNCC1 1-(7-fluoro-1-methyl-6-(1-(piperidin-4-ylmethyl)piperidin-4-yl)-1H-indazol-3-yl)dihydropyrimidine-2,4(1H,3H)-dione